2-(3-acetyl-5-(pyrimidin-5-ylamino)-1H-indazol-1-yl)-N-(2-((3-chloro-2-fluorophenylmethyl)amino)-2-oxoethyl)-N-isopropylacetamide C(C)(=O)C1=NN(C2=CC=C(C=C12)NC=1C=NC=NC1)CC(=O)N(C(C)C)CC(=O)NCC1=C(C(=CC=C1)Cl)F